FC1=CC2=C(N(C(N=C2N2CCC(CC2)NC(OC(C)(C)C)=O)=O)C=2C(=NC=CC2C)C(C)C)N=C1C1=C(C=CC=C1)F tert-butyl (1-(6-fluoro-7-(2-fluorophenyl)-1-(2-isopropyl-4-methylpyridin-3-yl)-2-oxo-1,2-dihydropyrido[2,3-d]pyrimidin-4-yl)piperidin-4-yl)carbamate